(2R,3R,4S,5R)-2-(2-chloro-6-(6'-fluorospiro[cyclopentane-1,3'-indol]-1'-yl)-9H-purin-9-yl)-5-(hydroxymethyl)tetrahydrofuran-3,4-diol ClC1=NC(=C2N=CN(C2=N1)[C@@H]1O[C@@H]([C@H]([C@H]1O)O)CO)N1CC2(C3=CC=C(C=C13)F)CCCC2